(R)-(1-(2-(1-ethyl-6-methoxy-1H-pyrrolo[2,3-b]pyridin-2-yl)-7-methoxy-1-methyl-1H-benzo[d]imidazole-5-carbonyl)piperidin-3-yl)carbamic acid tert-butyl ester C(C)(C)(C)OC(N[C@H]1CN(CCC1)C(=O)C1=CC2=C(N(C(=N2)C2=CC=3C(=NC(=CC3)OC)N2CC)C)C(=C1)OC)=O